[N+](=O)([O-])OCCOCC(=O)OCCN1CCN(CC1)S(=O)(=O)C1=CC(=C(C=C1)OCCC)C=1NC(C2=C(N1)C(=CN2CC)CCC)=O 2-(4-((3-(5-ethyl-4-oxo-7-propyl-4,5-dihydro-3H-pyrrolo[3,2-d]pyrimidin-2-yl)-4-propoxyphenyl)sulfonyl)piperazin-1-yl)ethyl 2-(2-(nitrooxy)ethoxy)acetate